COC1N(CC1)C1CC(CCC1)C1(C2=C(OC(O1)C)C=CC=C2C(=O)O)C 4-(3-(methoxyazetidin-1-yl)cyclohexyl)-2,4-dimethylbenzo[d][1,3]dioxan-5-carboxylic acid